OCCCC(CC(C)=O)=O 7-hydroxy-2,4-heptanedione